C(C)(C)(C)OC(=O)C=1C=CC=NC1C(=O)OCC1=CC=CC=C1 pyridine-5,6-dicarboxylic acid 6-benzyl 5-(tert-butyl) ester